OCC(C(=O)C1=CC=CC=C1)CC 2-(hydroxymethyl)-1-phenylbutan-1-one